N-(3-chloro-4-(4-(dimethylglycyl)piperazine-1-carbonyl)phenyl)-5-(2,3-difluoro-4-(fluoromethoxy)phenyl)-1-methyl-1H-imidazole-2-carboxamide formate C(=O)O.ClC=1C=C(C=CC1C(=O)N1CCN(CC1)C(CN(C)C)=O)NC(=O)C=1N(C(=CN1)C1=C(C(=C(C=C1)OCF)F)F)C